C(C)(C)(C)OC(=O)N1C[C@H]([C@H](C1)NC1=CC2=C(NC=N2)C=C1F)F (3R,4S)-3-fluoro-4-[(6-fluoro-1H-benzimidazol-5-yl)amino]pyrrolidine-1-carboxylic acid tert-butyl ester